19-norandrost-4-ene-3,17-dione C[C@]12CC[C@H]3[C@H]([C@@H]1CCC2=O)CCC4=CC(=O)CC[C@H]34